1-[4-(3-benzyloxyphenyl)-4-fluorotetrahydropyran-3-yl]-N,N-dimethylaminomethylamine C(C1=CC=CC=C1)OC=1C=C(C=CC1)C1(C(COCC1)CN(NC)NC)F